BrC=1C=C(C(=NC1)N)C=1OC(=CN1)C1=CC=C(C=C1)Cl 5-bromo-3-(5-(4-chlorophenyl)-oxazol-2-yl)pyridin-2-amine